C1(CC1)CN1C(=CC2=CC=CC(=C12)C1CCN(CC1)C(CCO)=O)C1=NN2C(C=CC(=C2)C(=O)OCC)=C1C ethyl 2-(1-(cyclopropylmethyl)-7-(1-(3-hydroxypropanoyl)piperidin-4-yl)-1H-indol-2-yl)-3-methylpyrazolo[1,5-a]pyridine-6-carboxylate